zinc acryloyldimethyltaurate C(C=C)(=O)NC(C)(C)CS(=O)(=O)[O-].[Zn+2].C(C=C)(=O)NC(C)(C)CS(=O)(=O)[O-]